NCC1=NNC(C2=CC=C(C=C12)C=1C=NC=C(C1)CC1CC1)=O 4-(aminomethyl)-6-(5-(cyclopropylmethyl)pyridin-3-yl)phthalazin-1(2H)-one